P(=O)(OC[N+]1=C(C(=CC=C1)C1=CC(=NO1)CC=1C=NC(=CC1)OCC1=NC=C(C=C1)F)N)(O)[O-] (2-amino-3-(3-((6-((5-fluoropyridin-2-yl)methoxy)pyridin-3-yl)methyl)isoxazol-5-yl)pyridin-1-ium-1-yl)methyl hydrogen phosphate